COC1=CC=C(CN(S(=O)(=O)C=2C=NN(C2)C(COC2=NC=CC(=C2)C2=CC(=C(C(=C2CC(=O)OC(C)(C)C)C(C)C)F)C#N)(C)C)CC2=CC=C(C=C2)OC)C=C1 tert-butyl 2-(6-(2-(2-(4-(N,N-bis(4-methoxybenzyl)sulfamoyl)-1H-pyrazol-1-yl)-2-methylpropoxy)pyridin-4-yl)-4-cyano-3-fluoro-2-isopropylphenyl)acetate